C1(CC1)C1=CC(=CC(=N1)N1C=NC=2C=C(NC2C1=O)CNCC(F)(F)F)C1=C(C=C(C=C1)F)C1=NN=CN1C 6-{6-cyclopropyl-4-[4-fluoro-2-(4-methyl-4H-1,2,4-triazol-3-yl)phenyl]-2-pyridyl}-2-[(2,2,2-trifluoroethylamino)methyl]-1,6-dihydro-1,4,6-triaza-7-indenone